2-((1S)-2-(2,3-Difluorobenzyl)-3-oxocyclopentyl)-N-((2S,3R)-3-methoxy-1-oxo-1-((propan-2-ylideneamino)oxy)butan-2-yl)acetamide FC1=C(CC2[C@@H](CCC2=O)CC(=O)N[C@H](C(ON=C(C)C)=O)[C@@H](C)OC)C=CC=C1F